(R)-N-(2-(4-carbamoylphenyl)thieno[3,2-c]pyridin-4-yl)-2-fluoro-4-(1-methyl-1H-1,2,3-triazol-4-yl)-N-(piperidin-3-yl)benzamide C(N)(=O)C1=CC=C(C=C1)C1=CC=2C(=NC=CC2S1)N(C(C1=C(C=C(C=C1)C=1N=NN(C1)C)F)=O)[C@H]1CNCCC1